[(3R,9aS)-3-(4-fluoro-3-phenyl-phenyl)-3,4,6,7,9,9a-hexahydro-1H-pyrazino[2,1-c][1,4]oxazin-8-yl]-(2-chloro-3-methoxy-phenyl)methanone FC1=C(C=C(C=C1)[C@@H]1CN2[C@H](CO1)CN(CC2)C(=O)C2=C(C(=CC=C2)OC)Cl)C2=CC=CC=C2